3-(1'-Phenyl-2'-acetylethyl)-4-hydroxycoumarin C1(=CC=CC=C1)C(CC(C)=O)C=1C(OC2=CC=CC=C2C1O)=O